[5-(trifluoromethyl)-1H-pyrazol-3-yl]methanone FC(C1=CC(=NN1)C=O)(F)F